ClC=1C=C(C[Zn])C=CC1 (3-chlorobenzyl)zinc